ClC=1C(=C(C=CC1F)S(=O)(=O)Cl)CC chloro-2-ethyl-4-fluoro-benzenesulfonyl chloride